3-(hydrazinomethyl)pyridin-4-ol hydrochloride Cl.N(N)CC=1C=NC=CC1O